3,5-di-tert-butyl-4-hydroxybenzyl phosphate P(=O)(OCC1=CC(=C(C(=C1)C(C)(C)C)O)C(C)(C)C)([O-])[O-]